T-butyl (1R,7S)-8-oxo-4-azabicyclo[5.1.0]octane-4-carboxylate O=C1[C@H]2CCN(CC[C@@H]12)C(=O)OC(C)(C)C